C[C@H](CC(=O)[O-])COS(=O)(=O)C1=CC=C(C)C=C1 (R)-3-methyl-4-(tosyloxy)butanoate